FC1=C(C=C(C(=C1)F)F)CC=O 2,4,5-trifluorophenyl-acetaldehyde